C1(CCCCC1)CCCOC(CCC#N)OCCCC1CCCCC1 4,4-bis(3-cyclohexylpropoxy)butyronitrile